bis-iodozinc I[Zn]I